FC1=C(C(=CC=C1)F)[C@H]1N(OCC1)C1=CC(=NC=N1)NC=1C(=CC(=C(C1)NC(C=C)=O)N1C[C@@H]2N(CC[C@@H]2C1)C)OC N-(5-((6-((S)-3-(2,6-difluorophenyl)-isoxazolidine-2-yl)pyrimidine-4-yl)amino)-4-methoxy-2-((3aR,6aR)-1-methylhexahydropyrrolo[3,4-b]pyrrole-5(1H)-yl)phenyl)acrylamide